CN1N=C(C=C1)C=1C=C(C=CC1NCCS(=O)(=O)O)C1=CC=CC=C1 2-((3-(1-methyl-1H-pyrazol-3-yl)-[1,1'-biphenyl]-4-yl)amino)ethane-1-sulfonic acid